4-((1S,3S)-3-(1-isopropyl-3-(2-(trifluoromethyl)pyrimidin-5-yl)-1H-1,2,4-triazol-5-yl)cyclopentyl)morpholine C(C)(C)N1N=C(N=C1[C@@H]1C[C@H](CC1)N1CCOCC1)C=1C=NC(=NC1)C(F)(F)F